BrC=1SC(=NN1)OC 2-bromo-5-methoxy-1,3,4-thiadiazole